C1(CC1)COC1=C(C#N)C=CC(=C1)OC1=NC=C(C=C1)N1C(N[C@@H](C1=O)CC)=O 2-[(cyclopropylmethyl)oxy]-4-({5-[(4R)-4-ethyl-2,5-dioxo-1-imidazolidinyl]-2-pyridinyl}oxy)benzonitrile